2-(N,N-bis(4-methoxybenzyl)sulfamoyl)-3,4,5,6-tetrafluorobenzoic acid COC1=CC=C(CN(S(=O)(=O)C2=C(C(=O)O)C(=C(C(=C2F)F)F)F)CC2=CC=C(C=C2)OC)C=C1